{[3-fluoro-4-({4-methyl-5-[4-(methylsulfanyl)phenoxy]pyridin-3-yl}methyl)pyridin-2-yl]sulfamoyl}(methyl)amine FC=1C(=NC=CC1CC=1C=NC=C(C1C)OC1=CC=C(C=C1)SC)NS(=O)(=O)NC